3-((3-(trifluoromethyl)phenyl)ethynyl)pyrrolidine 2,2,2-trifluoroacetate FC(C(=O)O)(F)F.FC(C=1C=C(C=CC1)C#CC1CNCC1)(F)F